N1C=NC(N1)=O [1,3,5]Triazol-4(1H)-one